2,2,2-trifluoro-1-(7-((7-methyl-6-azaspiro[3.4]octan-6-yl)sulfonyl)-3,4-dihydroisoquinolin-2(1H)-yl)ethan-1-one FC(C(=O)N1CC2=CC(=CC=C2CC1)S(=O)(=O)N1CC2(CCC2)CC1C)(F)F